(4-methyl-1H-pyrazolo[3,4-d]pyrimidin-6-yl)-3-(trifluoromethyl)benzo[c][1,2]oxaborol-1(3H)-ol CC1=C2C(=NC(=N1)C1(C3=C(B(O1)O)C=CC=C3)C(F)(F)F)NN=C2